ClC1=CC(=NC(=C1)N1CCOCC1)C#CC 3-[4-chloro-6-(morpholin-4-yl)pyridin-2-yl]prop-2-yn